C1(CC1)NC([C@H](CO)NC(OC(C)(C)C)=O)=O tert-butyl N-[(1S)-2-(cyclopropylamino)-1-(hydroxymethyl)-2-oxo-ethyl]carbamate